Propylmethylphenol C(CC)C=1C(=C(C=CC1)O)C